C(=O)NC1=CC=C(C=C1)S(=O)(=O)N(C(OC(C)(C)C)=O)C([2H])([2H])[2H] tert-butyl ((4-formamidophenyl)sulfonyl)(methyl-d3)carbamate